(4-methoxyformylphenyl-(carbomethoxyphenyl))boronic acid COC(=O)C1=CC=C(C=C1)C=1C(=C(C=CC1)B(O)O)C(=O)OC